CCC(C(C(=O)O)N)O DL-β-hydroxynorvaline